O=C[C@H](O)[C@@](O)([C@H](O)[C@H](O)CO)[3H] [3-3H]Glucose